C(C=C)C1=C(C=CC(=C1)CC=C)O 2-allyl-4-allylphenol